perfluoro-heptyl methacrylate C(C(=C)C)(=O)OC(C(C(C(C(C(C(F)(F)F)(F)F)(F)F)(F)F)(F)F)(F)F)(F)F